methyl 3-(trifluoromethyl)-5-(trifluoromethylsulfonyl)benzoate FC(C=1C=C(C(=O)OC)C=C(C1)S(=O)(=O)C(F)(F)F)(F)F